NC(C(=O)O)C[Se]CCNCCC(=O)OCC1=CC=CC=C1 2-amino-3-((2-((3-(benzyloxy)-3-oxopropyl)amino)ethyl)selanyl)propanoic acid